1,3,5-tris(2,3-dimercaptopropyl)-1,3,5-triazinan-2,4,6-trione SC(CN1C(N(C(N(C1=O)CC(CS)S)=O)CC(CS)S)=O)CS